benzyl (R)-4-(4-((1-(3-(difluoromethyl)-2-fluorophenyl)ethyl)amino)-2-methyl-7-oxo-7,8-dihydropyrido[2,3-d]pyrimidin-6-yl)piperidine-1-carboxylate FC(C=1C(=C(C=CC1)[C@@H](C)NC=1C2=C(N=C(N1)C)NC(C(=C2)C2CCN(CC2)C(=O)OCC2=CC=CC=C2)=O)F)F